ClC1=C(C=C2C=C(N=CC2=C1)NC(=O)[C@H]1[C@@H](C1)C=1C=NN(C1C(F)(F)F)C)N1CC[NH+](CC1)[C@@]1(COC[C@@H]1F)C (1R,2R)-N-[7-chloro-6-[4-((3R,4R)-4-fluoro-3-methyl-tetrahydrofuran-3-yl)piperazin-4-ium-1-yl]-3-isoquinolinyl]-2-[1-methyl-5-(trifluoromethyl)pyrazol-4-yl]cyclopropanecarboxamide